N-(4-((3,3-dimethylpiperazin-1-yl)sulfonyl)phenyl)-3-iodo-4-methoxybenzamide CC1(CN(CCN1)S(=O)(=O)C1=CC=C(C=C1)NC(C1=CC(=C(C=C1)OC)I)=O)C